C(C)(C)(C)OC(CN1C2=C(CC[C@H](C1=O)N)C=CC=C2)=O (R)-2-(3-amino-2-oxo-2,3,4,5-tetrahydro-1H-benzo[b]azepin-1-yl)acetic acid tert-butyl ester